(2R,4R)-N-(5-(3-cyclopropyl-1-((R)-1,1-dimethylethylsulfinamido)-1-phenylpropyl)-2-fluorophenyl)-4-methoxypyrrolidine-2-carboxamide C1(CC1)CCC(C1=CC=CC=C1)(N[S@](=O)C(C)(C)C)C=1C=CC(=C(C1)NC(=O)[C@@H]1NC[C@@H](C1)OC)F